propyl malonate diethyl-succinate C(C)OC(CCC(=O)OCC)=O.C(CC(=O)O)(=O)OCCC